2-(trifluoromethyl)-9H-thioxanthene FC(C1=CC=2CC3=CC=CC=C3SC2C=C1)(F)F